ClC1=NC(=NC(=C1)N1CCCC1)N1[C@H](CN(CC1)C(=O)OC(C)(C)C)C tert-butyl (3S)-4-(4-chloro-6-pyrrolidin-1-ylpyrimidin-2-yl)-3-methylpiperazine-1-carboxylate